4-(((5aR,5bS,7aS,8S,10aS,10bR)-5a,7a-dimethyl-8-(pentanoyloxy)-5,5a,5b,6,7,7a,8,9,10,10a,10b,11-dodecahydro-4H-cyclopenta[7,8]phenanthro[2,1-d]thiazol-2-yl)amino)benzoic acid C[C@@]12CCC=3N=C(SC3C2=CC[C@H]2[C@H]3[C@](CC[C@H]12)([C@H](CC3)OC(CCCC)=O)C)NC3=CC=C(C(=O)O)C=C3